CN(CCC(C)N(C)C)C N,N,N',N'-tetramethyl-1,3-butylenediamine